ClC=1C(=C2C=NNC2=C(C1F)NC(C)C)C=1N=CC=2N(C1)C=C(N2)NC(OCC)=O ethyl (6-(5-chloro-6-fluoro-7-(isopropylamino)-1H-indazol-4-yl)imidazo[1,2-a]pyrazin-2-yl)carbamate